(2R)-2-(6-{5-chloro-2-[(oxan-4-yl)amino]pyrimidin-4-yl}-1-oxo-2,3-dihydro-1H-isoindol-2-yl)-N-[(1R)-1-[2-(morpholin-4-yl)pyrimidin-4-yl]ethyl]propanamide ClC=1C(=NC(=NC1)NC1CCOCC1)C1=CC=C2CN(C(C2=C1)=O)[C@@H](C(=O)N[C@H](C)C1=NC(=NC=C1)N1CCOCC1)C